NC1=NN(C=C1)C[C@@H](C)O (R)-1-(3-amino-1H-pyrazol-1-yl)propan-2-ol